ClC1=CC(=C(C=C1C=1C=NN(C1)C1=CC=C(C=C1)F)NC(=O)C=1C=NN2C1C=CC(=C2)OC)C N-[4-Chloro-5-[1-(4-fluorophenyl)pyrazol-4-yl]-2-methylphenyl]-6-methoxypyrazolo[1,5-a]pyridine-3-carboxamide